FC1(COC2=C1C=CC=C2)F 3,3-difluoro-2,3-dihydrobenzofuran